3-Fluoro-4-(4-(2-(((3R,4S)-3-fluoro-1-(methylsulfonyl)piperidin-4-yl)amino)-5-(trifluoromethyl)pyrimidin-4-yl)-2-methyl-1H-imidazol-1-yl)picolinonitrile FC=1C(=NC=CC1N1C(=NC(=C1)C1=NC(=NC=C1C(F)(F)F)N[C@@H]1[C@@H](CN(CC1)S(=O)(=O)C)F)C)C#N